tetrakis(perfluoronaphthyl)borat FC1=C(C2=C(C(=C(C(=C2C(=C1F)F)F)F)F)F)[B-](C1=C(C(=C(C2=C(C(=C(C(=C12)F)F)F)F)F)F)F)(C1=C(C(=C(C2=C(C(=C(C(=C12)F)F)F)F)F)F)F)C1=C(C(=C(C2=C(C(=C(C(=C12)F)F)F)F)F)F)F